1,4,7,10-tetraazacyclododecane-1,4-dicarboxylic acid dibenzyl ester trifluoroacetate FC(C(=O)O)(F)F.C(C1=CC=CC=C1)OC(=O)N1CCN(CCNCCNCC1)C(=O)OCC1=CC=CC=C1